CC1=CC=C(C=C1)S para-methyl-benzenethiol